3-hydroxy-2-methylpyridine-4-carboxylic acid OC=1C(=NC=CC1C(=O)O)C